ClC=1C=CC=2N=CN=C(C2N1)N 6-chloropyrido[3,2-d]Pyrimidin-4-amine